COC(CSC1=NC2=CC(=CC=C2C=C1)\C=C\C1=C(C=CC=C1)OC)OC (E)-2-((2,2-Dimethoxyethyl)thio)-7-(2-methoxystyryl)quinoline